ClC1=NC(=NC(=C1CC(C)C)O)NC1=CC(=C(C(=C1)O)N1S(NCC1=O)(=O)=O)F [4-[(4-chloro-6-hydroxy-5-isobutyl-pyrimidin-2-yl)amino]-2-fluoro-6-hydroxy-phenyl]-1,1-dioxo-1,2,5-thiadiazolidin-3-one